F[C@](C)(O)C1=CC=C(C=C1)Br (S)-alpha-fluoro-4-bromophenyl-ethanol